N-[4-(1,1-dioxo-1,4-thiazinane-4-carbonyl)-3-[5-methyl-3-(trifluoromethyl)pyrazol-1-yl]phenyl]cyclopropanecarboxamide O=S1(CCN(CC1)C(=O)C1=C(C=C(C=C1)NC(=O)C1CC1)N1N=C(C=C1C)C(F)(F)F)=O